FC(COC1=C(C=C(C(=C1)F)OCC(F)(F)F)F)(F)F 1,4-bis(2,2,2-trifluoroethoxy)-2,5-difluorobenzene